COC1=CC(=C(C=C1)C1=NN2C(=NC=3C=CC=CC3C2=N1)N[C@H](C(=O)N)CC)C(F)(F)F (2S)-2-({2-[4-methoxy-2-(trifluoromethyl)phenyl][1,2,4]triazolo[1,5-c]quinazolin-5-yl}amino)butanamide